FC(C=1C=C(C=CC1)N1C(NC=2C1=NC=CC2)=O)(F)F 3-(trifluoromethyl)phenyl-3H-imidazo[4,5-b]pyridin-2-one